N-(4-amino-1-tetrahydropyran-2-yl-pyrazolo[4,3-c]pyridin-7-yl)-N'-methyl-N'-[1-[5-(trifluoromethyl)-2-pyridyl]ethyl]oxamide NC1=NC=C(C2=C1C=NN2C2OCCCC2)NC(=O)C(=O)N(C(C)C2=NC=C(C=C2)C(F)(F)F)C